CN(S(=O)(=O)C1=CC(=C(C=C1)S(=O)(=O)NC1=C(C=CC=C1)N1CCCCC1)[N+](=O)[O-])C N4,N4-dimethyl-2-nitro-N1-(2-(piperidin-1-yl)phenyl)benzene-1,4-disulfonamide